C(C)(C)(C)OC(=O)N1C(COCC1)C=1C=C(C=C2CCN(CC12)C(C(C)(C)O)=O)C=1C=C2C(=NC1)NC=C2CC 3-(6-(3-ethyl-1H-pyrrolo[2,3-b]pyridin-5-yl)-2-(2-hydroxy-2-methylpropanoyl)-1,2,3,4-tetrahydroisoquinolin-8-yl)morpholine-4-carboxylic acid tert-butyl ester